N-(4-(4-amino-3-(4-((5-chloro-4-(difluoromethyl)pyrimidin-2-yl)oxy)phenyl)-7-cyano-1-methyl-1H-pyrrolo[3,2-c]pyridin-2-yl)phenyl)acrylamide NC1=NC=C(C2=C1C(=C(N2C)C2=CC=C(C=C2)NC(C=C)=O)C2=CC=C(C=C2)OC2=NC=C(C(=N2)C(F)F)Cl)C#N